C1(=CC=CC=C1)C(CCN1CCN(CC1)C1=CC=CC=C1)=O 1-phenyl-3-(4-phenylpiperazin-1-yl)propan-1-one